N-[bis(4-methoxyphenyl)methyl]-4-hydroxy-2-(pyridazin-3-yl)pyrimidine-5-carboxamide COC1=CC=C(C=C1)C(NC(=O)C=1C(=NC(=NC1)C=1N=NC=CC1)O)C1=CC=C(C=C1)OC